1-(2-fluoropyridin-3-yl)hexan-1-ol FC1=NC=CC=C1C(CCCCC)O